C1(CC1)C=1C=C(C=2N(C1)C=C(N2)CCC2=CC(=NC=N2)NC(=O)[C@@H]2[C@H](C2)C2=NC=CC(=N2)C)N2C(N(C(C2)=O)C)=O |r| rac-(1S*,2S*)-N-(6-(2-(6-cyclopropyl-8-(3-methyl-2,4-dioxoimidazolidin-1-yl)imidazo[1,2-a]pyridin-2-yl)ethyl)pyrimidin-4-yl)-2-(4-methylpyrimidin-2-yl)cyclopropane-1-carboxamide